ethyl 5-((tert-butoxycarbonyl)amino)bicyclo[4.2.0]oct-1(6),2,4-triene-2-carboxylate C(C)(C)(C)OC(=O)NC1=CC=C(C=2CCC12)C(=O)OCC